(R)-3-(5-(ethoxymethyl)-2-(prop-1-en-2-yl)pyrimidin-4-yl)-10-methyl-9,10,11,12-tetrahydro-8H-[1,4]diazepino[5',6':4,5]thieno[3,2-f]quinolin C(C)OCC=1C(=NC(=NC1)C(=C)C)C1=NC=2C=CC3=C(C2C=C1)C1=C(S3)CN[C@@H](CN1)C